3-(2,4-dimethoxybenzyl)-1-(5-(((2S,4R)-2-methylpiperidin-4-yl)methyl)pyrazolo[1,5-a]pyridin-3-yl)dihydropyrimidine-2,4(1H,3H)-dione hydrochloride Cl.COC1=C(CN2C(N(CCC2=O)C=2C=NN3C2C=C(C=C3)C[C@H]3C[C@@H](NCC3)C)=O)C=CC(=C1)OC